C(C)NC(NC1=NC=CC(=C1)CN1CCN(CC1)C=1C=CC(=NC1C)C(=O)O)=O 5-(4-((2-(3-ethylureido)pyridin-4-yl)methyl)piperazin-1-yl)-6-methylpicolinic acid